[(2S,3S,4E,6R,7S,10R)-2-[(E)-1-[3-(3,3-difluoropyrrolidin-1-yl)sulfonylphenyl]prop-1-en-2-yl]-10-hydroxy-3,7-dimethyl-12-oxo-1-oxacyclododec-4-en-6-yl] 4-methylpiperazine-1-carboxylate CN1CCN(CC1)C(=O)O[C@H]1/C=C/[C@@H]([C@H](OC(C[C@@H](CC[C@@H]1C)O)=O)/C(=C/C1=CC(=CC=C1)S(=O)(=O)N1CC(CC1)(F)F)/C)C